C(C)N(CCNC(=O)C1=CC(=NC2=CC=CC=C12)Cl)CC N-(2-(diethyl)aminoethyl)-2-chloro-4-quinolineformamide